bis(6-fluoro-5-((triisopropylsilyl)ethynyl)naphthalene-2-ol) hydrochloride Cl.FC=1C(=C2C=CC(=CC2=CC1)O)C#C[Si](C(C)C)(C(C)C)C(C)C.FC=1C(=C2C=CC(=CC2=CC1)O)C#C[Si](C(C)C)(C(C)C)C(C)C